2-(2,4,6-trichlorophenoxy)ethyl-1H-imidazole-1-carboxamide ClC1=C(OCCC=2N(C=CN2)C(=O)N)C(=CC(=C1)Cl)Cl